6-METHOXY-1-METHYL-2-(TRIFLUOROMETHYL)-N-(4-(TRIFLUOROMETHYL)PHENYL)-1H-IMIDAZO[4,5-B]PYRAZIN-5-AMINE COC1=C(N=C2C(=N1)N(C(=N2)C(F)(F)F)C)NC2=CC=C(C=C2)C(F)(F)F